tert-butyl-dimethyl-(5-methyl-4-tributylstannyl-thiazol-2-yl)silane C(C)(C)(C)[Si](C=1SC(=C(N1)[Sn](CCCC)(CCCC)CCCC)C)(C)C